P(O)(=O)(OP(=O)(O)OP(=O)(O)O)OC[C@@H]1[C@H]([C@H]([C@@H](O1)N1C(=O)N=C(N)C=C1)OC)O O-methylcytidine-5'-triphosphate